dimethylenedi-camphorsulfonic acid C12(C(=O)C(C(CC1)C2(C)C)CCC2C(C1(CCC2C1(C)C)CS(=O)(=O)O)=O)CS(=O)(=O)O